N1(N=NC2=C1C=CC=C2)C(N2CCC1(CCCC(N1C1=CC(=C(C=C1)Cl)F)=O)CC2)=N 9-((1H-benzo[d][1,2,3]triazol-1-yl)(imino)methyl)-1-(4-chloro-3-fluorophenyl)-1,9-diazaspiro[5.5]undecan-2-one